NC=1C=C2CN(C(C2=CC1)=O)C 5-amino-2-methyl-2,3-dihydro-1H-isoindol-1-one